4-(4-chloro-2-fluorophenyl)-3-(3-fluorophenyl)-5-neopentylpyrrolidine-2-carboxylic acid ClC1=CC(=C(C=C1)C1C(C(NC1CC(C)(C)C)C(=O)O)C1=CC(=CC=C1)F)F